2-((4-Fluorophenyl)amino)-N-methyl-4-((5-methyl-4-oxo-4,5-dihydrofuro[3,2-c]pyridin-3-yl)amino)pyrimidine-5-carboxamide FC1=CC=C(C=C1)NC1=NC=C(C(=N1)NC1=COC2=C1C(N(C=C2)C)=O)C(=O)NC